3-Dodecylpentadecan-1-Ol C(CCCCCCCCCCC)C(CCO)CCCCCCCCCCCC